C1=CC=CC=2C3=CC=CC=C3N(C12)C1=CC=C(C=C1)N(C1=CC=C(C=C1)C1=CC=C(C=C1)C1=CC=CC=C1)C1=CC=C(C=C1)C1=CC=CC2=C1OC1=C2C=CC=C1 N-[4-(9H-carbazol-9-yl)phenyl]-N-[4-(4-dibenzofuranyl)phenyl]-[1,1':4',1''-terphenyl]-4-amine